N-[(S)-(4,4-Difluorocyclohexyl)(3-{(3R)-4-[(2S)-5,5-difluorotetrahydropyran-2-carbonyl]morpholin-3-yl}imidazo[1,2-b][1,2,4]triazin-6-yl)methyl]-4-methyl-1,2,5-oxadiazole-3-carboxamide FC1(CCC(CC1)[C@H](NC(=O)C1=NON=C1C)C=1N=C2N(N=CC(=N2)[C@H]2N(CCOC2)C(=O)[C@H]2OCC(CC2)(F)F)C1)F